[1,1':4',1''-terphenyl-4-yl]-(phenanthrene-9-yl)-(1,1':2',1''-terphenyl-5'-yl)amine C1(=CC=C(C=C1)N(C1=CC=C(C(=C1)C1=CC=CC=C1)C1=CC=CC=C1)C=1C2=CC=CC=C2C=2C=CC=CC2C1)C1=CC=C(C=C1)C1=CC=CC=C1